C(C=C)N1C(=C(C2=CC(=CC=C12)OCC1=CC=CC=C1)C#N)C(C)C 1-allyl-5-benzyloxy-2-isopropyl-indole-3-carbonitrile